N[C@@H]1CN(CC[C@H]1F)C1=NC2=C(N1CC1=NC=C(C#N)C=C1)C=CC(=C2)Cl 6-((2-((3R,4R)-3-Amino-4-fluoropiperidin-1-yl)-5-chloro-1H-benzo[d]imidazol-1-yl)methyl)nicotinonitril